C(C)OC(=O)C1(CC(=NO1)C1=C(C=C(C(=C1)N1C(N(C(=CC1=O)C(F)(F)F)C)=O)F)Cl)C 3-(2-chloro-4-fluoro-5-(3-methyl-2,6-dioxo-4-trifluoromethyl-3,6-dihydropyrimidin-1(2H)-yl)phenyl)-5-methyl-4,5-dihydro-isoxazole-5-carboxylic acid ethyl ester